BrC1=C(C=C(C(=C1)CBr)F)F 1-bromo-5-bromomethyl-2,4-difluoro-benzene